2-(4-((tert-butoxycarbonyl)amino)phenyl)-1-cyclobutyl-5-fluoro-1H-indole C(C)(C)(C)OC(=O)NC1=CC=C(C=C1)C=1N(C2=CC=C(C=C2C1)F)C1CCC1